C1=CC=CC=2C3=CC=CC=C3C(C12)COC(=O)NC(C(=O)N[C@@H]([C@H](CC/C=C(/C(=O)OC(C)(C)C)\C)C)[C@H](CC)C)C tert-butyl (6S,7R,8S,E)-7-(2-((((9H-fluoren-9-yl)methoxy)carbonyl)amino)propanamido)-2,6,8-trimethyldec-2-enoate